8-(6-{[3-(2-Oxo-1-pyrrolidinyl)propyl](3-methoxyphenyl)carbonylamino}-3-pyridyl)-1,3-dicyclopropylxanthine O=C1N(CCC1)CCCN(C1=CC=C(C=N1)C1=NC=2N(C(N(C(C2N1)=O)C1CC1)=O)C1CC1)C(=O)C1=CC(=CC=C1)OC